tert-butyl (S)-5-amino-4-(6-fluoro-1-oxo-5-(4,4,5,5-tetramethyl-1,3,2-dioxaborolan-2-yl) isoindolin-2-yl)-5-oxopentanoate NC([C@H](CCC(=O)OC(C)(C)C)N1C(C2=CC(=C(C=C2C1)B1OC(C(O1)(C)C)(C)C)F)=O)=O